(2S,6R)-2,6-dimethyl-morpholine C[C@H]1CNC[C@H](O1)C